3,6-bis(acetylamino)phthalic anhydride C(C)(=O)NC1=C2C(C(=O)OC2=O)=C(C=C1)NC(C)=O